COC(CO)C1=NC(=CC(=N1)N1CCOCC1)N1N=C(C=C1)C=1C=C(C=CC1)C 2-methoxy-2-(4-morpholino-6-(3-(m-tolyl)-1H-pyrazol-1-yl)pyrimidin-2-yl)ethan-1-ol